3-butyl-7-(ethylthio)-5-(4-fluorophenyl)-8-hydroxy-2,3,4,5-tetrahydro-1,2,5-benzothiadiazepine 1,1-dioxide C(CCC)C1NS(C2=C(N(C1)C1=CC=C(C=C1)F)C=C(C(=C2)O)SCC)(=O)=O